C1(=CC=CC=C1)CS(=O)(=O)NC(C=C)=O N-phenylmethanesulfonylacrylamide